C1(CCC1)CN1CC(N(CC1)CC1CCN(CC1)C=1C=2N(C=C(N1)C=1C=NN(C1)C)N=CC2)=O 4-(Cyclobutylmethyl)-1-((1-(6-(1-methyl-1H-pyrazol-4-yl)pyrazolo[1,5-a]pyrazin-4-yl)piperidin-4-yl)methyl)piperazin-2-one